C1(=CC=CC=C1)N=NC1=C(C=CC=C1)S(=O)(=O)[O-] phenylazophenyl-sulfonate